NC1=CC=C(C(=C1C(=O)C1=C(C=CC=C1F)F)Br)Br (6-amino-2,3-dibromo-phenyl)-(2,6-difluorophenyl)methanone